ClC1=C(C=C(C=C1)C1CC2(CNC2)CC1)OC 6-(4-Chloro-3-methoxyphenyl)-2-azaspiro[3.4]octan